C1=CC=CC=2C3=CC=CC=C3C(C12)COC(=O)N[C@@H](CCC(NCCOCCOCCOCCOCCOCCOCCOCCOC)=O)C(=O)O (S)-30-((((9H-fluoren-9-yl)methoxy)carbonyl)amino)-27-oxo-2,5,8,11,14,17,20,23-octaoxa-26-azahentriacontan-31-oic acid